8-(8,8-difluoro-2,6-diazaspiro[3.4]octan-6-yl)-6-methyl-N-(1-(methylsulfonyl)piperidin-4-yl)pyrido[3,4-d]pyrimidin-2-amine FC1(CN(CC12CNC2)C2=NC(=CC1=C2N=C(N=C1)NC1CCN(CC1)S(=O)(=O)C)C)F